C(C)(C)(C)OC(=O)N1CC2(C1)OCCNC2.NC2=CC=C(C(=C2C(=O)N)F)C=2CCN(CC2)C 6-amino-2-fluoro-3-(1-methyl-1,2,3,6-tetrahydropyridin-4-yl)benzamide tert-butyl-5-oxa-2,8-diazaspiro[3.5]nonane-2-carboxylate